C(#N)C=1C=C(C=CC1OCC(C)C)C=1SC(=C(N1)C)C(=O)O 2-(3-cyano-4-isobutoxyphenyl)-4-methyl-5-thiazolecarboxylic acid